2-((1s,2s)-2-aminocyclohexyl)-5-chloro-3-(prop-1-yn-1-yl)-N-(thiophen-2-ylmethyl)thieno[3,2-b]pyridin-7-amine formate salt C(=O)O.N[C@@H]1[C@H](CCCC1)C1=C(C2=NC(=CC(=C2S1)NCC=1SC=CC1)Cl)C#CC